CN([C@H](CCOC1CCCCC1)C(=O)O)C(=O)OC(C)(C)C methyl-N-(tert-butoxycarbonyl)-O-cyclohexyl-D-homoserine